tert-butyl (S)-4-(6-(7-methoxy-2-methylimidazo[1,2-a]pyridine-6-carboxamido)-4-methylpyridazin-3-yl)-2-methylpiperazine-1-carboxylate COC1=CC=2N(C=C1C(=O)NC1=CC(=C(N=N1)N1C[C@@H](N(CC1)C(=O)OC(C)(C)C)C)C)C=C(N2)C